C(C)(C)(C)NS(=O)(=O)C1=CC=C(C=C1)N1CC2=C(CC(C1=O)NC(OC(C)(C)C)=O)C=CC=C2 tert-butyl 2-(4-(N-tert-butylsulfamoyl) phenyl)-3-oxo-2,3,4,5-tetrahydro-1H-benzo[c]azepin-4-ylcarbamate